[[4-(4-methylthiazol-5-yl)phenyl]methyl]pyrrolidine-2-carboxamide CC=1N=CSC1C1=CC=C(C=C1)CN1C(CCC1)C(=O)N